2-methyl-1H-thieno[2,3-d]imidazole-6-carboxylic acid CC=1NC2=C(N1)SC=C2C(=O)O